(10Z)-13-(3-{[(10Z,12Z,15Z)-1-oxooctadeca-9,12,15-trienyl] oxy} propyl)-2-methyl-9,12-dioxo-5-oxa-2,8,13-triazahexadec-10-en-16-yl (10Z,12Z,15Z)-octadeca-9,12,15-trienoate C(CCCCCCC\C=C/C\C=C/C\C=C/CC)(=O)OCCCN(C(\C=C/C(NCCOCCN(C)C)=O)=O)CCCOC(CCCCCCC\C=C/C\C=C/C\C=C/CC)=O